4-nitro-3-[(tetrahydro-2H-pyran-4-ylmethyl)amino]benzenesulfonamide [N+](=O)([O-])C1=C(C=C(C=C1)S(=O)(=O)N)NCC1CCOCC1